[C@H]12CNC[C@H](CC1)N2C2=NC(=NC1=C(C(=C(C=C21)Cl)C2=CC=C(C1=C2N=C(S1)N)F)F)OC[C@@]12CCCN2C[C@H](C1)F 4-(4-((1R,5S)-3,8-diaza-bicyclo-[3.2.1]octan-8-yl)-6-chloro-8-fluoro-2-(((2S,7aR)-2-fluorotetra-hydro-1H-pyrrolizin-7a(5H)-yl)methoxy)quinazolin-7-yl)-7-fluorobenzo-[d]thiazol-2-amine